1'H,3'H-spiro[piperidine-4,2'-pyrrolizin]-3'-one C1C2(C(N3C=CC=C13)=O)CCNCC2